6-chloro-4-ethoxy-2,7-naphthyridin-1(2H)-one ClC=1C=C2C(=CNC(C2=CN1)=O)OCC